CC1(CC=C(C=C1)N=C=O)N=C=O p-Tolylene Isocyanate